1,4-bis(2-(4-isocyanatophenyl)-2-propyl)benzene N(=C=O)C1=CC=C(C=C1)C(C)(C)C1=CC=C(C=C1)C(C)(C)C1=CC=C(C=C1)N=C=O